N[C@H](C(=O)O)C(C)C1=CN=CO1 (S)-2-amino-3-(oxazol-5-yl)butanoic acid